8-bromo-1H,3H,4H-pyrano[4,3-c]pyridine BrC=1C2=C(C=NC1)CCOC2